C1(=CC=CC=C1)C=1OC(=C(C1C(=O)O)C(=O)O)C1=CC=CC=C1 2,5-DIPHENYLFURAN-3,4-DICARBOXYLIC ACID